4-(aminomethyl)piperidine-1-carboxylic acid NCC1CCN(CC1)C(=O)O